1-[(2S)-4-[3-amino-6-(2-hydroxyphenyl)pyridazin-4-yl]-2-methyl-piperazin-1-yl]-2,2-dimethyl-propan-1-one NC=1N=NC(=CC1N1C[C@@H](N(CC1)C(C(C)(C)C)=O)C)C1=C(C=CC=C1)O